NC1=CC=C(C(=C1C(=O)N(C)C)F)C=1C(=C2C(=NC1)NCC21CCC(CC1)CN)Cl 6-Amino-3-((1R,4R)-4-(aminomethyl)-4'-chloro-1',2'-dihydrospiro[cyclohexane-1,3'-pyrrolo[2,3-b]pyridin]-5'-yl)-2-fluoro-N,N-dimethylbenzamide